triazolyl-phenol N1N=NC(=C1)C1=C(C=CC=C1)O